benzyl 1-{1-[(carboxycarbonyl)oxy]ethyl}cyclobutane-1-carboxylate C(=O)(O)C(=O)OC(C)C1(CCC1)C(=O)OCC1=CC=CC=C1